BrC=1C=C2C=NC=NC2=C(C1)F 6-bromo-8-fluoroquinazolin